C(=C)C1=CC=C2C(=NC=3N(C2=C1)C=NN3)N 8-vinyl-[1,2,4]triazolo[4,3-a]quinazolin-5-amine